2-chloro-N3,N3-Diphenyl-benzene-1,3-diamine ClC1=C(C=CC=C1N(C1=CC=CC=C1)C1=CC=CC=C1)N